FC=1C=C(CC2=CC(=NC=C2)N2N=C(C=C2)C(=O)NCCO)C=C(C1)C(F)(F)F 1-(4-(3-Fluoro-5-(trifluoromethyl)benzyl)pyridin-2-yl)-N-(2-hydroxyethyl)-1H-pyrazol-3-carboxamid